COC(C1=CC(=CC(=C1)Br)Br)=O 3,5-dibromobenzoic acid methyl ester